NC1=C(C=O)C=C(C=C1Br)OC1CC1 2-amino-3-bromo-5-cyclopropoxybenzaldehyde